hentriacontane-16-one CCCCCCCCCCCCCCCC(CCCCCCCCCCCCCCC)=O